S-allyl (2,4-dichlorobenzoyl)carbamothioate ClC1=C(C(=O)NC(SCC=C)=O)C=CC(=C1)Cl